2-bromo-5-(bromomethyl)-1-benzothiophene BrC=1SC2=C(C1)C=C(C=C2)CBr